[Na].O1C=NC=C1.O1C=NC=C1 bisoxazole sodium